N-(4-bromo-3,5-dimethylphenyl)-1,1,1-trifluoro-N-methylmethanesulfonamide BrC1=C(C=C(C=C1C)N(S(=O)(=O)C(F)(F)F)C)C